O[C@@H]1C[C@H](N(C1)C([C@H](C(C)(C)C)NC(OC(C)(C)C)=O)=O)C(N[C@@H](CO)C1=CC=C(C=C1)C1=C(N=CS1)C)=O tert-butyl (S)-1-((2S,4R)-4-hydroxy-2-((R)-2-hydroxy-1-(4-(4-methylthiazol-5-yl)phenyl)ethylcarbamoyl)pyrrolidin-1-yl)-3,3-dimethyl-1-oxobutan-2-ylcarbamate